ClC1=NC=CC2=C1N=C(N=C2N2CCC1(CCN(C1)C)CC2)C2=CC=NC=C2 8-chloro-4-(2-methyl-2,8-diazaspiro[4.5]decan-8-yl)-2-(pyridin-4-yl)pyrido[3,4-d]pyrimidine